COCCC1=CC=C(CN2N=CC(=C2)B2OC(C(O2)(C)C)(C)C)C=C1 1-(4-(2-methoxyethyl)benzyl)-4-(4,4,5,5-tetramethyl-1,3,2-dioxaborolan-2-yl)-1H-pyrazole